(R)-tert-butyl 3-((S)-1-(tert-butoxy)-3-(3-formylphenyl)-1-oxopropane-2-yl-3,3-d2)pyrrolidine-1-carboxylate C(C)(C)(C)OC([C@@H](C([2H])([2H])C1=CC(=CC=C1)C=O)[C@@H]1CN(CC1)C(=O)OC(C)(C)C)=O